O1C=C(C2=C1C=CC=C2)C[C@H](NC(CC=2C=C1C(=CC2)OCCC12CCC2)=O)B(O)O (R)-(2-(benzofuran-3-yl)-1-(2-(spiro[chroman-4,1'-cyclobutane]-6-yl)acetamido)ethyl)boronic acid